C(C)(=O)OCC1=C(C=CC=C1)Br 2-bromobenzyl acetate